N-((1r,4S)-4-hydroxycyclohexyl)nicotinamide tert-butyl-N-(4-bromo-2-fluoro-6-((4-methoxybenzyl)oxy)phenyl)-N-sulfamoylglycinate C(C)(C)(C)OC(CN(S(N)(=O)=O)C1=C(C=C(C=C1OCC1=CC=C(C=C1)OC)Br)F)=O.OC1CCC(CC1)NC(C1=CN=CC=C1)=O